tert-Butyl 4-[(4-amino-6-chloropyrrolo[2,1-f][1,2,4]triazin-7-yl)methyl]piperazine-1-carboxylate NC1=NC=NN2C1=CC(=C2CN2CCN(CC2)C(=O)OC(C)(C)C)Cl